tert-butyl (S)-3-methyl-6-(1-methyl-3''H-dispiro[azetidine-3,1'-cyclobutane-3',2''-benzofuran]-5''-yl)-3,4-dihydropyridine-1(2H)-carboxylate C[C@@H]1CN(C(=CC1)C=1C=CC2=C(CC3(O2)CC2(C3)CN(C2)C)C1)C(=O)OC(C)(C)C